[Si](C)(C)(C(C)(C)C)OC(C)C1=C(C=CC(=C1)F)N1N=C(C=C1C(=O)OCC)C ethyl 1-(2-(1-((tert-butyldimethylsilyl)oxy)ethyl)-4-fluorophenyl)-3-methyl-1H-pyrazole-5-carboxylate